1-(2-(Methoxymethoxy)-4,6-dimethylphenyl)-N-((R)-1-methylpiperidin-3-yl)pyrido[3,4-d]pyridazin-4-amine COCOC1=C(C(=CC(=C1)C)C)C1=C2C(=C(N=N1)N[C@H]1CN(CCC1)C)C=NC=C2